O[C@H]1C[C@H]2C[C@H]([C@H]3[C@@H]4CC[C@H]([C@@H](CCC)C)[C@]4(CC[C@@H]3[C@]2(CC1)C)C)O 3α,7α-dihydroxy-5β-cholane